oxetan-3-yl (trans-4-(5-(2-(N-(tert-butyl)sulfamoyl)phenyl)thiazol-2-yl)cyclohexyl)carbamate C(C)(C)(C)NS(=O)(=O)C1=C(C=CC=C1)C1=CN=C(S1)[C@@H]1CC[C@H](CC1)NC(OC1COC1)=O